C(C=C)N1N(C2=NC(=NC=C2C1=O)NC=1C=C2CNCC2=CC1)C1=NC(=CC=C1)C(C)(C)O 2-allyl-1-(6-(2-hydroxypropan-2-yl)pyridin-2-yl)-6-(dihydroisoindol-5-ylamino)-1H-pyrazolo[3,4-d]pyrimidin-3(2H)-one